(1R,2S,5S)-N-{(1S)-1-cyano-2-[(3S)-2-oxopyrrolidin-3-yl]Ethyl}-3-{N-[(4-fluorophenoxy)acetyl]-3-methyl-L-valyl}-6,6-dimethyl-3-azabicyclo[3.1.0]Hexane-2-carboxamide C(#N)[C@H](C[C@H]1C(NCC1)=O)NC(=O)[C@@H]1[C@H]2C([C@H]2CN1C([C@@H](NC(COC1=CC=C(C=C1)F)=O)C(C)(C)C)=O)(C)C